OC1=CC=C(C(=C)C)C=C1 p-hydroxy-α-methylstyrene